2-hydroxy-1-methylethyl acrylate C(C=C)(=O)OC(CO)C